C(C)(C)(C)C=1OC2=C(N1)C1=C(C3=C(O1)C(=CC=C3)C3=NC=CC(=C3)C(C)(C)C)C=C2 2-(tert-butyl)-9-(4-(tert-butyl)pyridin-2-yl)benzo[2,3]benzofuro[7,6-d]oxazole